5-chloro-2-methyl-N-((1r,4r)-4-((3-(6-(oxetan-3-yloxy)pyridin-3-yl)-2-oxo-2,3-dihydro-1H-benzo[d]imidazol-1-yl)methyl)cyclohexyl)nicotinamide ClC=1C=NC(=C(C(=O)NC2CCC(CC2)CN2C(N(C3=C2C=CC=C3)C=3C=NC(=CC3)OC3COC3)=O)C1)C